iron(III) phosphate P(=O)([O-])([O-])[O-].[Fe+3]